2-[3-(2H-benzotriazol-2-yl)-4-hydroxy-phenyl]Ethyl methacrylate C(C(=C)C)(=O)OCCC1=CC(=C(C=C1)O)N1N=C2C(=N1)C=CC=C2